NC=1C(=NC=CC1)C(=O)NCCCC[C@@H](C=1NC(=CN1)C1=CC2=CC=CC=C2C=C1)NC(=O)C1=CN=CS1 (S)-N-(5-(3-aminopicolinamido)-1-(5-(naphthalen-2-yl)-1H-imidazol-2-yl)pentyl)thiazole-5-carboxamide